C(C1=CC=CC=C1)N(C1CN(CC1)C(C(C)(F)F)O)CC1=CC=CC=C1 [3-(dibenzylamino)pyrrolidin-1-yl]-2,2-difluoropropan-1-ol